N[C@H]1C[C@H](CCC1)C(=O)OC(C)(C)C cis-tert-butyl 3-aminocyclohexane-1-carboxylate